O=CC(=O)O oxoethaneoic acid